COC=1C=C2C(=NN(C2=CC1)C1OCCCC1)C1=NC=CC(=N1)N1N=CC(=C1)CCOC1OCCCC1 5-methoxy-1-tetrahydropyran-2-yl-3-[4-[4-(2-tetrahydropyran-2-yloxyethyl)pyrazol-1-yl]pyrimidine-2-yl]indazole